FC(C(OC/C=C/C(=O)OC)C1=C2C=NN(C(C2=CC=C1)=O)CC1=CC=C(C=C1)OC)(F)F methyl (E)-4-(2,2,2-trifluoro-1-(2-(4-methoxybenzyl)-1-oxo-1,2-dihydrophthalazin-5-yl)ethoxy)but-2-enoate